ClC1=C(C=CC=C1)N1N=C(C=C1C(=O)Cl)C 1-(2-chlorophenyl)-3-methyl-1H-pyrazole-5-carbonyl chloride